C(C(C)C)(=O)N1[C@H]([C@H](CC1)NS(=O)(=O)C)CC=1C=C(C=CC1)C1=C(C=CC=C1)C(F)(F)F N-(cis-1-isobutyryl-2-((2'-(trifluoromethyl)biphenyl-3-yl)methyl)pyrrolidin-3-yl)methanesulfonamide